2-(2-(6-(methylthio)-5-nitro-N-(prop-2-yn-1-yl)nicotinamido) acetamido)ethyl (2-(trimethylammonio)ethyl) phosphate P(=O)(OCCNC(CN(C(C1=CN=C(C(=C1)[N+](=O)[O-])SC)=O)CC#C)=O)(OCC[N+](C)(C)C)[O-]